C1(=CC=CC=C1)C1(O[Te]CCC1)CCC phenyl-n-propyl-telluroxane